4-((3-(2-(4-chlorobenzoyl)-2-azaspiro[3.3]hept-6-yl)ureido)methyl)benzamide ClC1=CC=C(C(=O)N2CC3(C2)CC(C3)NC(NCC3=CC=C(C(=O)N)C=C3)=O)C=C1